tert-butyl (3R,4R)-4-[[3-(2,6-dioxo-3-piperidyl)-1-methyl-indazol-6-yl]amino]-3-methyl-piperidine-1-carboxylate O=C1NC(CCC1C1=NN(C2=CC(=CC=C12)N[C@H]1[C@@H](CN(CC1)C(=O)OC(C)(C)C)C)C)=O